3-methyltricyclo(5.2.1.02,6)-3,8-decadiene CC=1C2C3C=CC(C2CC1)C3